C1(CCCC1)OC1=C(C=C(CN2C(N(C3=CC=C(C=C3C2=O)OC(CF)CF)C2CCN(CC2)C=O)=O)C=C1)OCCC 4-{3-[4-(cyclopentyloxy)-3-propoxybenzyl]-6-[2-fluoro-1-(fluoromethyl)ethoxy]-2,4-dioxo-3,4-dihydroquinazolin-1(2H)-yl}piperidine-1-carbaldehyde